BrC1=CC(=C(C=C1F)C=O)[N+](=O)[O-] 4-bromo-5-fluoro-2-nitrobenzene-1-carbaldehyde